(1R,5S,6s)-tert-butyl-6-((4-((5-chloro-2-fluorophenyl)amino)-6-nitroquinazolin-7-yl)ethynyl)-3-azabicyclo[3.1.0]hexane-3-carboxylate C(C)(C)(C)OC(=O)N1C[C@@H]2C([C@@H]2C1)C#CC1=C(C=C2C(=NC=NC2=C1)NC1=C(C=CC(=C1)Cl)F)[N+](=O)[O-]